COC(CC1(C(N(C(C2=CC=C(C=C12)CC)=O)C)=O)C)=O methyl-2-(6-ethyl-2,4-dimethyl-1,3-dioxo-1,2,3,4-tetrahydroisoquinolin-4-yl)acetate